CC=1C=CC(=NC1C)C=1NC(C=2N(C1)N=C(C2C)C(=O)OCC)=O Ethyl 6-(5,6-dimethylpyridin-2-yl)-3-methyl-4-oxo-4,5-dihydropyrazolo[1,5-a]pyrazine-2-carboxylate